(±)-(1S,2R,6R,7S)-N-(8-amino-7-fluoro-6-(4-methylpyridin-3-yl)isoquinolin-3-yl)-2-hydroxybicyclo[4.1.0]heptane-7-carboxamide NC=1C(=C(C=C2C=C(N=CC12)NC(=O)[C@H]1[C@@H]2CCC[C@H]([C@H]12)O)C=1C=NC=CC1C)F |r|